4-(5-Chloro-6-(2-chloro-3-(5-((((1r,3r)-3-hydroxycyclobutyl)amino)methyl)-6-methoxypyridin-2-yl)phenyl)pyrimidin-4-yl)-2-methoxybenzyl-2,6-diazaspiro[3.4]octan-7-one ClC=1C(=NC=NC1C1=C(C(=CC=C1)C1=NC(=C(C=C1)CNC1CC(C1)O)OC)Cl)C1=CC(=C(CC2NCC23CNC(C3)=O)C=C1)OC